(4-vinyl-benzyl)trimethylammonium C(=C)C1=CC=C(C[N+](C)(C)C)C=C1